3-((1S,4S)-4-hydroxycyclohexyl)urea OC1CCC(CC1)NC(N)=O